tert-butyl 2-piperazinoacetate N1(CCNCC1)CC(=O)OC(C)(C)C